BrC=1C=C(C=C(C1N)N)C(F)(F)F 3-bromo-4,5-diaminobenzotrifluoride